CCCCCCCC/C=C\\CCCC(=O)CC(=O)SCCNC(=O)CCNC(=O)[C@@H](C(C)(C)COP(=O)(O)OP(=O)(O)OC[C@@H]1[C@H]([C@H]([C@@H](O1)N2C=NC3=C(N=CN=C32)N)O)OP(=O)(O)O)O The molecule is a 3-oxo-fatty acyl-CoA that results from the formal condensation of the thiol group of coenzyme A with the carboxy group of (7Z)-3-oxohexadecenoic acid. It is a 3-oxo-fatty acyl-CoA, a long-chain fatty acyl-CoA and a monounsaturated fatty acyl-CoA. It is a conjugate acid of a (7Z)-3-oxohexadecenoyl-CoA(4-).